1-((2-(methylsulfonyl)-4-pyridinyl)carbonyl)-D-prolinamide CS(=O)(=O)C1=NC=CC(=C1)C(=O)N1[C@H](CCC1)C(=O)N